C(C)(C)(C)OC(=O)N1CCN(CC1)C(C1=CC=C(C=C1)NC(=O)OC1=CC=CC=C1)=O 4-{4-[(phenoxycarbonyl)amino]benzoyl}piperazine-1-carboxylic acid tert-butyl ester